(R)-N-((3-CYANO-4-((4-(DIMETHYLAMINO)-1-((4-FLUOROPHENYL)THIO)BUTAN-2-YL)AMINO)-5-FLUOROPHENYL)SULFONYL)-1-METHOXYCYCLOHEXANE-1-CARBOXAMIDE C(#N)C=1C=C(C=C(C1N[C@@H](CSC1=CC=C(C=C1)F)CCN(C)C)F)S(=O)(=O)NC(=O)C1(CCCCC1)OC